6-chloro-7-(2-fluorophenyl)-1-(2-isopropyl-4-methylpyridin-3-yl)pyrido[2,3-d]pyrimidine ClC1=CC2=C(N(CN=C2)C=2C(=NC=CC2C)C(C)C)N=C1C1=C(C=CC=C1)F